BrCCC1=CC=C(C=C1)Cl 2-bromo-1-(4-chlorophenyl)ethane